CYCLOHEXYL-ETHYL ALCOHOL C1(CCCCC1)CCO